1-(4-benzyl-3,4-dihydroquinoxaline-1(2H)-yl)-2-(pyrrolidin-1-yl)propan-1-one C(C1=CC=CC=C1)N1CCN(C2=CC=CC=C12)C(C(C)N1CCCC1)=O